1-(3-aminopropionyl)-4-(4-(3,4-dichlorophenyl)-5-isobutylthiazol-2-yl)piperazine-2-carboxylic acid NCCC(=O)N1C(CN(CC1)C=1SC(=C(N1)C1=CC(=C(C=C1)Cl)Cl)CC(C)C)C(=O)O